ClC1=C(C(=CC=C1)[N+](=O)[O-])NC=1C=C2C(=CN1)OC(=C2)C(=O)C2=C(C(=CC(=C2F)OC)OC)F (5-(2-chloro-6-nitrophenylamino)furo[2,3-c]pyridin-2-yl)(2,6-difluoro-3,5-dimethoxyphenyl)methanone